ClC1=NC=C(C(=C1)C1=C(C=NC(=C1)C)C(=O)NC=1SC2=C(N1)CN(C2)C(=O)C2=CC=NN2)OC 2'-chloro-5'-methoxy-6-methyl-N-[5-(1H-pyrazole-5-carbonyl)-4H,5H,6H-pyrrolo[3,4-d][1,3]thiazol-2-yl]-[4,4'-bipyridine]-3-carboxamide